CC1CNC(C2=CN=CC=C12)=O 4-methyl-3,4-dihydro-2,7-naphthyridin-1(2H)-one